C1(CC1)C1=NN(C=C1C1=CC=C2C(=N1)C=NN2C2OCCCC2)[C@@H]2C[C@H](C2)CO (trans-3-(3-cyclopropyl-4-(1-(tetrahydro-2H-pyran-2-yl)-1H-pyrazolo[4,3-b]pyridin-5-yl)-1H-pyrazol-1-yl)cyclobutyl)methanol